C1(CC1)C1=C(C=CC=C1)B1OC(C(O1)(C)C)(C)C (2-cyclopropylphenyl)-4,4,5,5-tetramethyl-1,3,2-dioxaborolan